[(2R,3S,5R)-5-(6-amino-2-fluoropurin-9-yl)-3-[(tert-butyldimethylsilyl)oxy]oxolan-2-yl]methanol NC1=C2N=CN(C2=NC(=N1)F)[C@H]1C[C@@H]([C@H](O1)CO)O[Si](C)(C)C(C)(C)C